benzyl (2S)-3-(9-fluorenyl)methoxycarbonylamino-2-hydroxymethylpropionate C1=CC=CC=2C3=CC=CC=C3C(C12)COC(=O)NC[C@H](C(=O)OCC1=CC=CC=C1)CO